(S)-N-(2-(benzo[d][1,3]dioxolan-5-yl)ethyl)-2-hydroxypropionamide O1COC2=C1C=CC(=C2)CCNC([C@H](C)O)=O